2-{[3-(2,6-dioxopiperidin-3-yl)-2-methylquinolin-6-yl]formamido}acetic acid hydrochloride Cl.O=C1NC(CCC1C=1C(=NC2=CC=C(C=C2C1)C(=O)NCC(=O)O)C)=O